tert-butyl 3-(4-((3,4-dichloro-2-fluorophenyl)amino)-7-hydroxyquinazolin-6-yl)azetidine-1-carboxylate ClC=1C(=C(C=CC1Cl)NC1=NC=NC2=CC(=C(C=C12)C1CN(C1)C(=O)OC(C)(C)C)O)F